Rac-(1s,2s)-1-(methoxymethyl)-2-vinylcyclopropane-1-carboxylic acid COC[C@]1([C@@H](C1)C=C)C(=O)O |r|